CN(C1(CCC(CC1)=O)C1=CC=CC=C1)C 4-dimethylamino-4-phenylcyclohexanone